tert-butyl 7-benzyl-1-ethyl-4-oxo-1,4-dihydro-1,8-NAPHTHYRIDINE-3-carboxylate C(C1=CC=CC=C1)C1=CC=C2C(C(=CN(C2=N1)CC)C(=O)OC(C)(C)C)=O